N1N=CC(=C1)C1=CC(=NC(=C1)C)C 4-(1H-pyrazol-4-yl)-2,6-dimethylpyridine